COC=1C=C(C=CC1[N+](=O)[O-])N1N=NC(=C1)CN1CCN(CC1)C 1-((1-(3-methoxy-4-nitrophenyl)-1H-1,2,3-triazol-4-yl)methyl)-4-methylpiperazine